[Cl-].CO[Si](CCC[N+](C)(CCCCCCCCCC)CCCCCCCCCC)(OC)OC 3-(trimethoxysilyl)propyl-didecyl-methyl-ammonium chloride